7-Bromo-1H-indole-2-carboxylic acid methyl ester COC(=O)C=1NC2=C(C=CC=C2C1)Br